C1=CC=C2C(=C1)C=NN=C2NN.Cl The molecule is the hydrochloride salt of hydralazine; a direct-acting vasodilator that is used as an antihypertensive agent. It has a role as a vasodilator agent and an antihypertensive agent. It contains a hydralazine.